2-[6-[3-(Difluoromethoxy)phenyl]pyrazolo[4,3-b]pyridin-1-yl]-1-(3-fluoroazetidin-1-yl)ethanone FC(OC=1C=C(C=CC1)C=1C=C2C(=NC1)C=NN2CC(=O)N2CC(C2)F)F